SCCC(=O)O.OC(CSCC(O)O)O dihydroxyethyl sulfide mono(3-mercaptopropionate)